2-[4-(4-Bromo-1-methyl-1H-pyrazole-3-carbonyl)-piperazin-1-yl]-1-(4-pyrrolidin-1-yl-phenyl)-ethanone BrC=1C(=NN(C1)C)C(=O)N1CCN(CC1)CC(=O)C1=CC=C(C=C1)N1CCCC1